O=C1NC(CCC1N1C(C2=CC=CC(=C2C1=O)CN1CCC(CC1)NC)=O)=O 2-(2,6-Dioxo-3-piperidyl)-4-[[4-(methylamino)-1-piperidyl]methyl]isoindoline-1,3-dione